P(O)(O)O.C1(=CC=CC=C1)C=1C(=CC=CC1)C1=CC=CC=C1 terphenyl phosphite